ON=C(C(=O)C1=CC=CC=C1)C hydroxyimino-1-phenylpropane-1-one